CS(=O)(=O)N1CCC(CC1)N1N=C(C=C1C(=O)NC1CCN(CC1)N1C(COCC1)=O)C(=O)N 1-(1-(Methylsulfonyl)piperidin-4-yl)-N5-(1-(3-oxomorpholino)piperidin-4-yl)-1H-pyrazol-3,5-dicarboxamid